C(C#C)N1C=C([C@H]2[C@H](O)[C@H](O)[C@@H](CO)O2)C(NC1=O)=O 1-propargylpseudouridine